1-((4AR,6R,7aS)-2-(4-tert-butylbenzyloxy)-2-oxo-4H-furo[3,2-d][1,3,2]dioxaphosphorin-6-yl)-5-fluoropyrimidine-2,4(1H,3H)-dione C(C)(C)(C)C1=CC=C(COP2(OCC3=C(O2)C=C(O3)N3C(NC(C(=C3)F)=O)=O)=O)C=C1